N-(2-(1-(cyclopropylsulfonyl)-1H-pyrazol-4-yl)pyrimidin-4-yl)-5-isopropyl-8-((2R,3S)-2-methyl-3-(methylamino)azetidine-1-yl)isoquinolin-3-amine C1(CC1)S(=O)(=O)N1N=CC(=C1)C1=NC=CC(=N1)NC=1N=CC2=C(C=CC(=C2C1)C(C)C)N1[C@@H]([C@H](C1)NC)C